2-methyl-3-methoxyterephthalaldehyde CC1=C(C=O)C=CC(=C1OC)C=O